tri(octyl) trimellitate C(C=1C(C(=O)OCCCCCCCC)=CC(C(=O)OCCCCCCCC)=CC1)(=O)OCCCCCCCC